7-((1-(4-Chlorobenzyl)piperidin-3-yl)methyl)-2-methyl-3-(pyridin-4-yl)pyrazolo[1,5-a]pyrimidine ClC1=CC=C(CN2CC(CCC2)CC2=CC=NC=3N2N=C(C3C3=CC=NC=C3)C)C=C1